FC(C1=NN=C(O1)C=1C=C(C(=NC1)CN1N=NC(=C1)C1=CC2=C(N(C(=N2)N)C)C=C1)F)F 5-[1-[[5-[5-(difluoromethyl)-1,3,4-oxadiazol-2-yl]-3-fluoropyridin-2-yl]methyl]triazol-4-yl]-1-methylbenzimidazole-2-amine